4-(4,5-dihydro-1H-imidazol-2-yl)benzonitrile N1C(=NCC1)C1=CC=C(C#N)C=C1